FC(OCC1=C(CN(CC1)CC1=CC=C(C=C1)C(F)(F)F)C1=CC=C(C(=O)O)C=C1)F 4-(4-((difluoromethoxy)methyl)-1-(4-(trifluoromethyl)benzyl)-1,2,5,6-tetrahydropyridin-3-yl)benzoic acid